(3R)-3-cyano-N-[4-(3-cyanophenyl)-5-(2,6-dimethyl-4-pyridyl)thiazol-2-yl]pyrrolidine-1-carboxamide C(#N)[C@H]1CN(CC1)C(=O)NC=1SC(=C(N1)C1=CC(=CC=C1)C#N)C1=CC(=NC(=C1)C)C